[C@H]12OC[C@H](N(C1)C1=CC=C3C(=N1)NC=C3C3=NC(=NC=C3C(F)(F)F)N[C@@H]3CNCCC3)C2 (6-((1R,4R)-2-oxa-5-azabicyclo[2.2.1]hept-5-yl)-1H-pyrrolo[2,3-b]pyridin-3-yl)-N-((S)-piperidin-3-yl)-5-(trifluoromethyl)pyrimidin-2-amine